4-(2-propenoyl-2,3,4,5-tetrahydro-1H-benzo[c]azepin-6-yl)-3-chloro-5-fluoro-2-methyl-1H-indole-7-carboxamide C(C=C)(=O)N1CC2=C(CCC1)C(=CC=C2)C2=C1C(=C(NC1=C(C=C2F)C(=O)N)C)Cl